6-((2-((3aR,7aS)-Hexahydro-1H-pyrrolo[2,3-c]pyridin-6(2H)-yl)-1H-benzo[d]imidazol-1-yl)methyl)nicotinonitril N1CC[C@H]2[C@H]1CN(CC2)C2=NC1=C(N2CC2=NC=C(C#N)C=C2)C=CC=C1